ClC1=CC=C(CN2C3(CN(C3)C3=CC=C(C=C3)F)C(N(CC2=O)C(C)C)=O)C=C1 5-(4-chlorobenzyl)-2-(4-fluorophenyl)-8-isopropyl-2,5,8-triazaspiro[3.5]nonane-6,9-dione